nonanetetrathiol C(C(CCCCCCC)S)(S)(S)S